C(CCCCCCCCCCC)(=O)[O-].[Al+3].C(CCCCCCCCCCC)(=O)[O-].C(CCCCCCCCCCC)(=O)[O-] Aluminium laurat